N1C[C@H](CC1)N1CCN(CC1)C(=O)OC(C)(C)C tert-Butyl (S)-4-(pyrrolidin-3-yl)piperazine-1-carboxylate